C1=CSC2=C1C(=O)C3=C(C2=O)C=CS3 Benzo[1,2-b:4,5-b]dithiophene-4,8-dione